BrC1=NN2C(CN(CC2)C(=O)OC(C)(C)C)=C1NC(=O)OC1=CC=CC=C1 tert-butyl 2-bromo-3-((phenoxycarbonyl) amino)-6,7-dihydropyrazolo[1,5-a]pyrazine-5(4H)-carboxylate